(3S)-N-[3-[2-(2-hydroxyethoxy)-6-(morpholin-4-yl)pyridin-4-yl]-4-methylphenyl]-3-(trifluoromethoxy)pyrrolidine-1-carboxamide OCCOC1=NC(=CC(=C1)C=1C=C(C=CC1C)NC(=O)N1C[C@H](CC1)OC(F)(F)F)N1CCOCC1